Cis-3-amino-2-((2-bromo-1,3-thiazol-4-yl)methyl)pyrrolidine-1-carboxylic acid tert-butyl ester C(C)(C)(C)OC(=O)N1[C@H]([C@H](CC1)N)CC=1N=C(SC1)Br